3-[2-({[3-fluoro-1-(3-fluoro(2-pyridyl))cyclobutyl]methyl}amino)pyrimidin-5-yl]-4-hydroxybenzoic acid FC1CC(C1)(C1=NC=CC=C1F)CNC1=NC=C(C=N1)C=1C=C(C(=O)O)C=CC1O